(4-(Benzo[d]thiazol-7-yl)phenyl)methanamine S1C=NC2=C1C(=CC=C2)C2=CC=C(C=C2)CN